CN1C(C2=C(C(=C1)B1OC(C(O1)(C)C)(C)C)C=CN2)=O 6-methyl-4-(4,4,5,5-tetramethyl-1,3,2-dioxaborolan-2-yl)-1H-pyrrolo[2,3-c]pyridin-7-one